O[C@]1(C2=NN=C(C=3C(=CC(=C(O[C@H](CCCCC1)C)N3)C(F)(F)F)NC(OC(C)(C)C)=O)O2)C(F)(F)F tert-butyl N-[(6R,12S)-6-hydroxy-12-methyl-6,15-bis(trifluoromethyl)-13,19-dioxa-3,4,18-triazatricyclo[12.3.1.12,5]nonadeca-1(18),2,4,14,16-pentaen-17-yl]carbamate